6-Fluoro-7-methyl-2,3-bis((1-cyclopropyltetrazol-5-yl)thio)quinoxaline FC=1C=C2N=C(C(=NC2=CC1C)SC1=NN=NN1C1CC1)SC1=NN=NN1C1CC1